2-methyl-benzoate CC1=C(C(=O)[O-])C=CC=C1